CN1C(=NC2=C(C=C(C=C2C1=O)C)C(C)NC1=C(C(=O)O)C=CC=C1)N1CCOCCC1 2-((1-(3,6-dimethyl-2-(1,4-oxazepan-4-yl)-4-oxo-3,4-dihydroquinazolin-8-yl)ethyl)amino)benzoic acid